(4-(1H-pyrazol-1-yl)phenyl)cyclobutane-1-amine N1(N=CC=C1)C1=CC=C(C=C1)C1(CCC1)N